BrC1=C2C=CC(=NC2=CC(=C1C)[N+](=O)[O-])N1CCN(CC1)C 5-bromo-6-methyl-2-(4-methylpiperazin-1-yl)-7-nitroquinoline